4-t-butylguaiacol C(C)(C)(C)C=1C=C(C(=CC1)OC)O